Cl.ClC1=C(C=C(C=C1)C#N)C=1C=C2C(=NNC2=CC1)NC(=O)C12CNC(CC1)CC2 N-[5-(2-chloro-5-cyanophenyl)-1H-indazol-3-yl]-2-azabicyclo[2.2.2]octane-4-carboxamide hydrochloride